C1(NCC2=CC=CC=C12)=O (2R)-2,3-dihydro-1H-isoindol-1-one